C(=CC)P(O)(O)=O propenyl-phosphonic acid